Exo-2-norborn-ylzinc bromide [Br-].C12C(CC(CC1)C2)[Zn+]